4-Amino-1-benzyl-7-bromo-2-oxo-1,2-dihydroquinoline-3-carboxylic acid methyl ester COC(=O)C=1C(N(C2=CC(=CC=C2C1N)Br)CC1=CC=CC=C1)=O